ClC=1C(=NC2=CC(=CC(=C2C1)[C@H](C)O)C)C#N 3-chloro-5-[(1S)-1-hydroxyethyl]-7-methyl-quinoline-2-carbonitrile